OC1(CCN(CC1)C(=O)[C@H]1[C@@H](N(C(CC1)=O)C)C1=CC=CC=C1)CC=1NC(C2=C(N1)N(C=C2)C2=CC=CC=C2)=O [4-hydroxy-1-[(trans-1-methyl-6-oxo-2-phenyl-piperidine-3-carbonyl)-4-piperidyl]methyl]-7-phenyl-pyrrolo[2,3-d]pyrimidin-4-one